(E)-2-isopropyl-5-[2-(6-methoxypyridine-2-yl)vinyl]benzene-1,3-diol C(C)(C)C1=C(C=C(C=C1O)\C=C\C1=NC(=CC=C1)OC)O